FC(C=1C=CC(=NC1)OC1=CC2=C(N=C(S2)N)C=C1)(F)F 6-[[5-(trifluoromethyl)-2-pyridinyl]oxy]-1,3-benzothiazol-2-amine